N-butyl-4-(morpholine-4-carbonyl)-N-propylbenzenesulfonamide C(CCC)N(S(=O)(=O)C1=CC=C(C=C1)C(=O)N1CCOCC1)CCC